1-amino-2-(4'-nitrophenylazo)-7-phenylazo-8-hydroxynaphthalene-3,6-disulfonic acid NC1=C(C(=CC2=CC(=C(C(=C12)O)N=NC1=CC=CC=C1)S(=O)(=O)O)S(=O)(=O)O)N=NC1=CC=C(C=C1)[N+](=O)[O-]